2-((3-(triethoxysilyl)propyl)carbamoyl)benzoic acid C(C)O[Si](CCCNC(=O)C1=C(C(=O)O)C=CC=C1)(OCC)OCC